COC(C1=C(C(=C(C=C1O)O)C(C(C)C)=O)O)=O 2,4,6-Trihydroxy-3-isobutyrylbenzoic acid methyl ester